BrC1=NN(C=N1)C1OCCCC1 3-bromo-1-(tetrahydropyran-2-yl)-1,2,4-triazole